C(C)(C)C1=C(C=CC=C1)C1N(CCN(C1)CC1=CC=C(C=C1)OC)C1CC2(CN(C2)C2=CC=C(C(=O)N)C=C2)C1 4-(6-(2-(2-isopropylphenyl)-4-(4-methoxybenzyl)piperazin-1-yl)-2-azaspiro[3.3]heptan-2-yl)benzamide